2-((8-bromoquinazolin-4-yl)amino)-9-(5,6,7,8-tetrahydro-1,8-naphthyridin-2-yl)nonanoic acid BrC=1C=CC=C2C(=NC=NC12)NC(C(=O)O)CCCCCCCC1=NC=2NCCCC2C=C1